CC1(C(=CCN(C1)C(=O)OC(C)(C)C)C(=O)OC)C 1-tert-butyl 4-methyl 5,5-dimethyl-5,6-dihydropyridine-1,4(2H)-dicarboxylate